The molecule is an (S)-3-hydroxyacyl-CoA resulting from the formal condensation of the thiol group of coenzyme A with the 1-carboxy group of (S)-3-hydroxydodecanedioic acid. It is a conjugate acid of a (S)-3-hydroxydodecanedioyl-CoA(5-). CC(C)(COP(=O)(O)OP(=O)(O)OC[C@@H]1[C@H]([C@H]([C@@H](O1)N2C=NC3=C(N=CN=C32)N)O)OP(=O)(O)O)[C@H](C(=O)NCCC(=O)NCCSC(=O)C[C@H](CCCCCCCCC(=O)O)O)O